(R)-1-(2-chlorophenyl)ethyl (4-nitrophenyl) carbonate C(O[C@H](C)C1=C(C=CC=C1)Cl)(OC1=CC=C(C=C1)[N+](=O)[O-])=O